COC1=CC=C2C=COC3(NCC4=CC=CC=C34)C2=C1 7-methoxyspiro(isochromene-1,1'-isoindoline)